(S)-3-(benzyloxy)-4-methylpentanal C(C1=CC=CC=C1)O[C@@H](CC=O)C(C)C